C(CC=C)C1=CC=C(C=C1)C(=O)C1=CC=C(C=C1)CCCCCl (4-(3-butenyl)phenyl)(4-(4-chlorobutyl)phenyl)methanone